Cl.N[C@@H]1C[C@H](CC1)NC1=C2C(=NC=3N1N=CC3Cl)C3(CC3)C(C2)CO (8-(((1S,3S)-3-aminocyclopentyl)amino)-3-chloro-6,7-dihydrospiro[cyclopenta[d]pyrazolo[1,5-a]pyrimidine-5,1'-cyclopropane]-6-yl)methanol hydrochloride